2-amino-5-(4-(2-(3,5-difluorophenyl)-2-hydroxyacetamido)-2-methylphenyl)-N-(2-hydroxyethyl)nicotinamide NC1=C(C(=O)NCCO)C=C(C=N1)C1=C(C=C(C=C1)NC(C(O)C1=CC(=CC(=C1)F)F)=O)C